(1S,2S)-1,2-dicyclohexyl-1,2-ethylenediamine C1(CCCCC1)[C@@H]([C@@H](N)C1CCCCC1)N